1-(phenylmethyl)-1H-imidazole-4,5-dicarboxylic acid C1(=CC=CC=C1)CN1C=NC(=C1C(=O)O)C(=O)O